2-Chloro-4-(8-(4-(2-(4-(3-(2,4-dioxotetrahydro-pyrimidin-1(2H)-yl)-phenyl)piperazin-1-yl)-7-azaspiro[3.5]nonane-7-carbonyl)phenyl)-3-methyl-2,8-diazaspiro[4.5]decan-2-yl)benzonitrile ClC1=C(C#N)C=CC(=C1)N1CC2(CC1C)CCN(CC2)C2=CC=C(C=C2)C(=O)N2CCC1(CC(C1)N1CCN(CC1)C1=CC(=CC=C1)N1C(NC(CC1)=O)=O)CC2